C(C)(C)(C)OC(=O)NCCCC1=C(C(=O)OC)C=C(C=C1)NC(C[C@H]1C=2N(C3=C(C(=N1)C1=CC=C(C=C1)Cl)C(=C(S3)C)C)C(=NN2)C)=O methyl (S)-2-(3-((tert-butoxycarbonyl)amino)propyl)-5-(2-(4-(4-chlorophenyl)-2,3,9-trimethyl-6H-thieno[3,2-f][1,2,4]triazolo[4,3-a][1,4]diazepin-6-yl)acetamido)benzoate